2-thiophene-3-yl-ethyl-phosphonic acid S1C=C(C=C1)CCP(O)(O)=O